NCCOC=1C=C(C(=C2C=CNC12)C#CC#CCC(C=1C(N(C=CC1)C)=O)C1=C(C=CC(=C1)F)F)C(=O)N 7-(2-Aminoethoxy)-4-(6-(2,5-difluorophenyl)-6-(1-methyl-2-oxo-1,2-dihydropyridin-3-yl)hex-1,3-diyn-1-yl)-1H-indole-5-carboxamide